6-[8-(1,3-benzothiazol-2-ylcarbamoyl)-3,4-dihydroisoquinolin-2(1H)-yl]-3-{1-[(1-methoxy-3,3-dimethylcyclohexyl)methyl]-5-methyl-1H-1,2,3-triazol-4-yl}pyridine-2-carboxylic acid S1C(=NC2=C1C=CC=C2)NC(=O)C=2C=CC=C1CCN(CC21)C2=CC=C(C(=N2)C(=O)O)C=2N=NN(C2C)CC2(CC(CCC2)(C)C)OC